2-(4,6-Bis-(2,4-dimethyl-phenyl)-1,3,5-triazin-2-yl)-5-(octyloxy)-phenol CC1=C(C=CC(=C1)C)C1=NC(=NC(=N1)C1=C(C=C(C=C1)C)C)C1=C(C=C(C=C1)OCCCCCCCC)O